ClC=1N=CN(C1)CC1=C(C=C(C=C1)[C@@H]1[C@H](C1)C(=O)O)C (1S,2S)-2-(4-((4-chloro-1H-imidazol-1-yl)methyl)-3-methylphenyl)cyclopropane-1-carboxylic acid